5-[2-(4-benzo[d]isoxazol-3-yl-piperidin-1-yl)-ethyl]-2-methyl-6,7-dihydro-5H-pyrazolo[1,5-a]pyrazin-4-one oxalate salt C(C(=O)O)(=O)O.O1N=C(C2=C1C=CC=C2)C2CCN(CC2)CCN2C(C=1N(CC2)N=C(C1)C)=O